FC1=CC=C(S1)CC[C@]1(CN(CC1)C(C)(C)C=1C=NC(=CC1)C)CNS(=O)(=O)N |o1:8| (S or R)-((3-(2-(5-fluoro-thiophen-2-yl)ethyl)-1-(2-(6-methylpyridin-3-yl)propan-2-yl)pyrrolidin-3-yl)methyl)sulfamoyl-amine